FC1=C(C=CC=C1)C=O (2-fluorophenyl)methanone